N1CCC(CC1)[C@H](C)NC1=C(C=CC(=N1)C1=NNC(O1)=O)C(F)(F)F 5-[6-{[(1S)-1-(piperidin-4-yl)ethyl]amino}-5-(trifluoromethyl)pyridin-2-yl]-1,3,4-oxadiazol-2(3H)-one